NC=1N(C=CN1)CCC[C@H](C(=O)N[C@H](C(=O)O)CC1=C(C=C(C=C1C)O)C)NC(=O)OC(C)(C)C (S)-2-((R)-5-(2-amino-1H-imidazol-1-yl)-2-((tert-butoxycarbonyl)amino)pentanamido)-3-(4-hydroxy-2,6-dimethylphenyl)propanoic acid